ClC1=CC=C(N=N1)N1[C@H]2[C@@H](CC1)CN(C2)C |r| rac-(3aS,6aS)-1-(6-chloropyridazin-3-yl)-5-methyl-2,3,3a,4,6,6a-hexahydropyrrolo[3,4-b]pyrrole